n-hexylchlorodimethoxysilane C(CCCCC)[Si](OC)(OC)Cl